ClC1=CC=C(C(=N1)CC=O)C(=O)NC1CCC(CC1)N(C)C 6-chloro-N-[4-(dimethylamino)cyclohexyl]-2-(2-oxoethyl)pyridine-3-carboxamide